(S)-2-((2S,3S)-2-((((9H-fluoren-9-yl)methoxy)carbonyl)amino)-3-methylpentanamido)-5,5,5-trifluoropentanoic acid C1=CC=CC=2C3=CC=CC=C3C(C12)COC(=O)N[C@H](C(=O)N[C@H](C(=O)O)CCC(F)(F)F)[C@H](CC)C